4-ETHOXY-2-METHYLBENZALDEHYDE C(C)OC1=CC(=C(C=O)C=C1)C